N1(CCC1)CC=1C2=C(C(N(C1)CC(=O)N1CC(CC1)F)=O)C(=CS2)C2=CC(=C(C=C2)Cl)Cl 7-(azetidin-1-ylmethyl)-3-(3,4-dichlorophenyl)-5-(2-(3-fluoropyrrolidin-1-yl)-2-oxoethyl)thieno[3,2-c]pyridin-4(5H)-one